C(C1=CC=CC=C1)OC1=NC(=CC=C1NC=1C=C2CN(C(C2=CC1)=O)C)OCC1=CC=CC=C1 5-(2,6-bis-benzyloxy-pyridin-3-ylamino)-2-methyl-2,3-dihydro-isoindol-1-one